2-fluoro-3-(methylsulfonylamino)benzoic acid FC1=C(C(=O)O)C=CC=C1NS(=O)(=O)C